5-((3-((2,6-dimethylphenyl)amino)-1-methyl-1H-pyrazolo[3,4-d]pyrimidin-6-yl)amino)pyridine CC1=C(C(=CC=C1)C)NC1=NN(C2=NC(=NC=C21)NC=2C=CC=NC2)C